C(C1=CC=CC=C1)OC(C(=C)NC(=O)OC(C)(C)C)=O 2-(tert-butyloxycarbonylamino)-acrylic acid benzyl ester